N-Cyanoacetylurethane CCOC(=O)NC(=O)CC#N